CC1(C(C(C2=CC=CC=C12)(C)C)C)C 1,1,2,3,3-pentamethylindan